N1CC[C@H]2CNCC[C@H]21 (3aS,7aR)-octahydro-5H-pyrrolo[3,2-c]pyridin